1-(3,5-dibromophenyl)-3-(5-fluoro-2-hydrazinocarbonylphenyl)-urea BrC=1C=C(C=C(C1)Br)NC(=O)NC1=C(C=CC(=C1)F)C(=O)NN